BrC=1C(=NN(C1)CN1CCCC1)C(F)(F)F 4-bromo-1-(pyrrolidin-1-ylmethyl)-3-(trifluoromethyl)-1H-pyrazole